O=C1NC(CCC1N1C(C2=CC=C(C=C2C1=O)NC(=O)NC(C)(C)C1=CC=C(C=C1)B1OC(C(O1)(C)C)(C)C)=O)=O 1-(2-(2,6-dioxopiperidin-3-yl)-1,3-dioxoisoindolin-5-yl)-3-(2-(4-(4,4,5,5-tetramethyl-1,3,2-dioxaborolan-2-yl)phenyl)propan-2-yl)urea